ethyl-(trimethylsilyl)dimethylketene C(C)C(C(=C=O)C)[Si](C)(C)C